(S)-tert-butyl (1-((2-(7-methoxy-2-methylquinolin-6-yl)-2-oxoethyl)amino)-8-(oxazol-2-yl)-1,8-dioxooctan-2-yl)carbamate COC1=C(C=C2C=CC(=NC2=C1)C)C(CNC([C@H](CCCCCC(=O)C=1OC=CN1)NC(OC(C)(C)C)=O)=O)=O